1-(5-aminopyridin-2-yl)-N-(m-tolyl)-1H-indol-4-amine NC=1C=CC(=NC1)N1C=CC=2C(=CC=CC12)NC=1C=C(C=CC1)C